C1=CC=CC=2C3=CC=CC=C3C(C12)COC(=O)N1[C@H](CCC1)CC(=O)O 2-[(2R)-1-(9H-fluoren-9-ylmethoxycarbonyl)pyrrolidin-2-yl]Acetic acid